14-heptyl-5-((4R)-4-((3R,10S,13R)-3-methoxy-10,13-dimethylhexadecahydro-1H-cyclopenta[a]phenanthren-17-yl)pentyl)-12,12-dimethyl-13,15-dioxa-5-aza-12-silatricosan-1-ol C(CCCCCC)C(O[Si](CCCCCCN(CCCCO)CCC[C@@H](C)C1CCC2C3CCC4C[C@@H](CC[C@@]4(C3CC[C@]12C)C)OC)(C)C)OCCCCCCCC